(3S)-2-(((E)-3,5-bis(trifluoromethyl)benzylidene)amino)-2-bromomethyl-3-methylpentanoic acid methyl ester COC(C([C@H](CC)C)(CBr)/N=C/C1=CC(=CC(=C1)C(F)(F)F)C(F)(F)F)=O